tert-butyl 5-(1-chloro-6,7,8,9-tetrahydro-5H-pyrido[3,4-b]indol-4-yl)-3,6-dihydropyridine-1(2H)-carboxylate ClC1=NC=C(C2=C1NC=1CCCCC21)C2=CCCN(C2)C(=O)OC(C)(C)C